1-(4-Chlorophenyl)-3-(3-hydroxyphenyl)prop-2-en-1-one ClC1=CC=C(C=C1)C(C=CC1=CC(=CC=C1)O)=O